FC1=C2CC(CC(C2=CC=C1OC)O)C 5-fluoro-6-methoxy-3-methyl-1,2,3,4-tetrahydronaphthalen-1-ol